tert-butyl N-[[4-[[7-[bis[(2,4-dimethoxyphenyl)methyl]amino]-2-bromo-4-isopropoxy imidazo[4,5-d]pyridazin-3-yl]methyl]phenyl]methyl]carbamate COC1=C(C=CC(=C1)OC)CN(C=1N=NC(=C2C1N=C(N2CC2=CC=C(C=C2)CNC(OC(C)(C)C)=O)Br)OC(C)C)CC2=C(C=C(C=C2)OC)OC